OC/C=C/C=1C=C(C(N(N1)COCC[Si](C)(C)C)=O)C(F)(F)F 6-[(E)-3-hydroxy-prop-1-enyl]-4-(trifluoromethyl)-2-(2-trimethylsilylethoxymethyl)pyridazin-3-one